4-((5-(2-((6-Aminopyridin-2-yl)methoxy)ethyl)-2-methoxyphenyl)amino)-6-chloro-N-methylpyridazine-3-Carboxamide NC1=CC=CC(=N1)COCCC=1C=CC(=C(C1)NC1=C(N=NC(=C1)Cl)C(=O)NC)OC